The molecule is a diarylmethane that is 2-chlorophenyl(phenyl)methane substituted on the methane carbon by a 2-(dimethylamino)ethyl group. Used in the treatment of dry cough, it suppresses the cough reflex by a direct effect on the cough centre in the medulla of the brain. It has a role as an antitussive. It is a diarylmethane and a tertiary amino compound. CN(C)CCC(C1=CC=CC=C1)(C2=CC=CC=C2Cl)O